5-(2-methoxypyridin-3-yl)benzothiophene (E)-3-(3,7-dimethylocta-2,6-dien-1-yl)-6-hexyl-2,4-dihydroxyphenyl-acetate C\C(=C/CC=1C(=C(C(=CC1O)CCCCCC)CC(=O)O)O)\CCC=C(C)C.COC1=NC=CC=C1C=1C=CC2=C(C=CS2)C1